[(3aR,6R,6aR)-4-methoxy-2,2-dimethyl-3a,4,6,6a-tetrahydrofuro[3,4-d][1,3]dioxol-6-yl]methanol COC1O[C@@H]([C@H]2OC(O[C@H]21)(C)C)CO